2-(5-((4-benzylpiperidin-1-yl)methyl)-4H-1,2,4-triazol-3-yl)-1H-indole-5-carboxamide C(C1=CC=CC=C1)C1CCN(CC1)CC=1NC(=NN1)C=1NC2=CC=C(C=C2C1)C(=O)N